3-{[2-(4-Isopropylphenyl)imidazo[1,2-a]pyrimidin-3-yl]methyl-3,9-diazabicyclo[4.2.1]nonan-9-yl}(6-methoxypyridin-2-yl)methanone C(C)(C)C1=CC=C(C=C1)C=1N=C2N(C=CC=N2)C1CC12CNCCC(CC1)N2C=2C(=NC(=CC2)OC)C=O